Tert-butyl (4,4-difluorocyclohexyl)methylcarbamate FC1(CCC(CC1)CNC(OC(C)(C)C)=O)F